tert-butyl 5-(2-((3-cyano-4,6-bis(trifluoromethyl)-pyridin-2-yl)amino)-N-methylacetamido)-1H-indole-1-carboxylate C(#N)C=1C(=NC(=CC1C(F)(F)F)C(F)(F)F)NCC(=O)N(C)C=1C=C2C=CN(C2=CC1)C(=O)OC(C)(C)C